C(C)(C)C1=C(NC2=CN=C(C=C21)N2CCN(CC2)CC(=O)N(C)C)C=2C=C(C=1N(C2)N=CN1)C 2-(4-(3-isopropyl-2-(8-methyl-[1,2,4]triazolo[1,5-a]pyridin-6-yl)-1H-pyrrolo[2,3-c]pyridin-5-yl)piperazin-1-yl)-N,N-dimethylacetamide